5-bromo-N-(3-chloro-5-(methylsulfonylamino)phenyl)-1-methyl-1H-pyrrole-3-carboxamide BrC1=CC(=CN1C)C(=O)NC1=CC(=CC(=C1)NS(=O)(=O)C)Cl